FCC1=C(C(=C(C(=C1F)F)C(F)(F)F)F)F octafluoro-para-xylene